FC(C1=NN=C2N1C=C(N=C2)C=2C=NC(=CC2)O[C@H](CC)C(F)F)(OC)F 3-[difluoro(methoxy)methyl]-6-[6-[(1R)-1-(difluoromethyl)propoxy]-3-pyridyl]-[1,2,4]triazolo[4,3-a]pyrazin